[5-(2H-1,3-benzodioxol-5-yl)-1-[(2-chlorophenyl)-methyl]-1H-pyrazol-3-yl]methanol O1COC2=C1C=CC(=C2)C2=CC(=NN2CC2=C(C=CC=C2)Cl)CO